CS(=O)(=O)OCCCCCCCC#C Non-8-ynyl methanesulfonate